4-methylvaleryloxyhexanoic acid-3,7-dimethyl-6-octenyl ester CC(CCOC(C(CCCC)OC(CCC(C)C)=O)=O)CCC=C(C)C